5-[4'-(Methylamino)-2-(trifluoromethyl)biphenyl-4-yl]-3,6-dihydro-2H-1,3,4-oxadiazin-2-one CNC1=CC=C(C=C1)C1=C(C=C(C=C1)C1=NNC(OC1)=O)C(F)(F)F